C(C)S(=O)(=O)NC1=CC(=C(C(=O)NC=2C=C(C3=C(CCO3)C2)CC(C)C)C=C1)N1CCC2(CC2)CC1 4-(ethylsulfonylamino)-N-(7-isobutyl-2,3-dihydrobenzofuran-5-yl)-2-(6-azaspiro[2.5]octan-6-yl)benzamide